[[2-[(2S,5R)-5-methyl-2-[4-(methylamino)phenyl]-1-piperidyl]-2-oxo-acetyl]amino]pyridine-3-carboxamide C[C@@H]1CC[C@H](N(C1)C(C(=O)NC1=NC=CC=C1C(=O)N)=O)C1=CC=C(C=C1)NC